6-Chloro-4-[(3S,4S)-4-(4-chloroanilino)-3-methyl-1-piperidinyl]-1-methyl-2-oxo-1,5-naphthyridine-3-carbonitrile ClC=1N=C2C(=C(C(N(C2=CC1)C)=O)C#N)N1C[C@@H]([C@H](CC1)NC1=CC=C(C=C1)Cl)C